(R)-1-(2-((3-(4-phenoxyphenyl)-1H-pyrazolo[3,4-d]pyrimidin-1-yl)methyl)azetidin-1-yl)prop-2-en-1-one O(C1=CC=CC=C1)C1=CC=C(C=C1)C1=NN(C2=NC=NC=C21)C[C@@H]2N(CC2)C(C=C)=O